(3S,4R)-4-(3-fluorophenyl)-1-(2-methoxyethyl)pyrrolidin FC=1C=C(C=CC1)[C@H]1CCN(C1)CCOC